COC(CC[C@@H]1C(NC2=C(C(=N1)C1=NC=CC=C1)C=C(C=C2)Br)=O)=O (3R)-7-bromo-2,3-dihydro-2-oxo-5-(2-pyridyl)-1H-1,4-benzodiazepine-3-propionic acid methyl ester